1,1-dimethylethyl {(1R)-1-[({6-[(3,3,7-trimethyl-2,3-dihydro-1-benzofuran-4-yl)oxy]-3-pyridinyl}amino)carbonyl]propyl}carbamate CC1(COC2=C1C(=CC=C2C)OC2=CC=C(C=N2)NC(=O)[C@@H](CC)NC(OC(C)(C)C)=O)C